N-(3-(3-chloro-4-(6-methoxy-5-((((5-oxopyrrolidin-2-yl)methyl)amino)methyl)pyrazin-2-yl)pyridin-2-yl)-2-methylphenyl)-5-(((2-hydroxyethyl)amino)methyl)pyrazine-2-carboxamide ClC=1C(=NC=CC1C1=NC(=C(N=C1)CNCC1NC(CC1)=O)OC)C=1C(=C(C=CC1)NC(=O)C1=NC=C(N=C1)CNCCO)C